(Racemic)-5-(methylsulfonyl)-N-((2-(6-((5,6,7,8-tetrahydroimidazo[1,2-a]pyridin-6-yl)amino)pyridin-2-yl)-1,6-naphthyridin-7-yl)methyl)nicotinamide CS(=O)(=O)C=1C=NC=C(C(=O)NCC2=NC=C3C=CC(=NC3=C2)C2=NC(=CC=C2)N[C@@H]2CCC=3N(C2)C=CN3)C1 |r|